1,4-bis(methylene)cyclohexane C=C1CCC(CC1)=C